4-[3-Nitro-1H-pyrrolo[3,2-b]pyridin-5-yl]piperazine-1-carboxylic acid tert-butyl ester C(C)(C)(C)OC(=O)N1CCN(CC1)C1=CC=C2C(=N1)C(=CN2)[N+](=O)[O-]